(R)-1-ethyl-N-(1-methylcyclopropyl)-4-((3-methylisoxazol-5-yl)methyl)-5-oxo-1,2,4,5-tetrahydroimidazo[1,2-a]quinazoline-7-sulfonamide C(C)[C@@H]1CN=C2N1C1=CC=C(C=C1C(N2CC2=CC(=NO2)C)=O)S(=O)(=O)NC2(CC2)C